C1(=CC=CC=C1)\C=C\C(\C=C\C1=CC=CC=C1)=O trans,trans-1,5-diphenyl-1,4-pentadiene-3-one